7-((S)-1-methylpyrrolidin-2-yl)-2,3,4,4a,6,7-hexahydro-8-oxa-3,5a,9,13c-Tetrazanaphtho[3,2,1-de]anthracene-5(1H)-one CN1[C@@H](CCC1)C1OC=2N=C3C=CC=CC3=C3C2N(C1)C(C1CNCCN13)=O